(S)-1-chloro-3-(2-chloro-4-(2-(4-((S)-2-hydroxy-3-thiomorpholinopropoxy)phenyl)propan-2-yl)phenoxy)propan-2-ol ClC[C@H](COC1=C(C=C(C=C1)C(C)(C)C1=CC=C(C=C1)OC[C@H](CN1CCSCC1)O)Cl)O